Rubidium hydroxid [OH-].[Rb+]